anthranilic acid, sodium salt [Na+].C(C=1C(N)=CC=CC1)(=O)[O-]